3,5-diamino-4-chlorobenzoate NC=1C=C(C(=O)[O-])C=C(C1Cl)N